CC=1OC2=C(C1C(=O)NC1CC3(CNC3)C1)C=C(C=C2)OCC=2C(=NC=CC2)C(F)(F)F 2-methyl-N-(2-azaspiro[3.3]heptan-6-yl)-5-((2-(trifluoromethyl)pyridin-3-yl)methoxy)benzo-furan-3-carboxamide